CON(C(=O)C=1C(=NC(=NC1)OC)OC)C N,2,4-trimethoxy-N-methylpyrimidine-5-carboxamide